OC=1C=CC2=C(NS(CC3=C2C=CC(=C3)O)(=O)=O)C1 3,9-dihydroxy-5,7-dihydrodibenzo[c,e]thiazepine 6,6-dioxide